C1(=CC=CC=C1)CCNCCCNCC1CCC(C1O)O 5-[({3-[(2-phenylethyl)amino]propyl}amino)methyl]cyclopentane-1,2-diol